(S,E)-3-fluoro-2-((4-((2-methyl-3-morpholinopropyl)sulfonyl)phenoxy)methyl)prop-2-en-1-amine F/C=C(\CN)/COC1=CC=C(C=C1)S(=O)(=O)C[C@H](CN1CCOCC1)C